(R)-N-tert-butyl-5-(2-(5-fluoropyridin-3-yl)pyrrolidin-1-yl)pyrazolo[1,5-a]pyrimidine-3-carboxamide C(C)(C)(C)NC(=O)C=1C=NN2C1N=C(C=C2)N2[C@H](CCC2)C=2C=NC=C(C2)F